BrC=1C(=C(C=C2CCCOC12)N)Cl 8-bromo-7-chloro-chroman-6-amine